ClC=1C=C2C=C(NC2=CC1)C(=O)N[C@H](C(=O)N[C@@H](C[C@H]1C(NCC1)=O)C#N)CC(C)(C)C 5-chloro-N-[(2S)-1-({(1S)-1-cyano-2-[(3S)-2-oxopyrrolidin-3-yl]ethyl}amino)-4,4-dimethyl-1-oxopentan-2-yl]-1H-indole-2-carboxamide